CC(C)(C=1OC[C@@H](N1)C1=CC=CC=C1)C=1OC[C@@H](N1)C1=CC=CC=C1 (4S,4'S)-2,2'-(propane-2,2-diyl)bis(4-phenyl-4,5-dihydro-oxazole)